COC(=O)C1CCC(CC1)N1N=C(C(=C1)[N+](=O)[O-])C(F)F.NC1CC2(CN(C2)CC(=O)NC(C)(C)C)C1 2-(6-amino-2-azaspiro[3.3]hept-2-yl)-N-(tert-butyl)acetamide Methyl-4-[3-(difluoromethyl)-4-nitro-pyrazol-1-yl]cyclohexanecarboxylate